4-((5-(3,4-difluorophenyl)pyridin-3-yl)oxy)-1-(1-(piperidin-4-yl)-1H-pyrazol-4-yl)pyridin-2(1H)-one FC=1C=C(C=CC1F)C=1C=C(C=NC1)OC1=CC(N(C=C1)C=1C=NN(C1)C1CCNCC1)=O